(R)-2,4-dimethyl-1-(4-(4,4,5,5-tetramethyl-1,3,2-dioxaborolan-2-yl)phenyl)piperazine Dimethyl-2-(1-(3-(4-methoxyphenyl)-1H-pyrrol-1-yl)cyclohexane-1-carbonyl)malonate COC(C(C(=O)OC)C(=O)C1(CCCCC1)N1C=C(C=C1)C1=CC=C(C=C1)OC)=O.C[C@H]1N(CCN(C1)C)C1=CC=C(C=C1)B1OC(C(O1)(C)C)(C)C